3-fluoropropyl 2-{[6-(cyclopropylmethoxy)-5-(3,3-difluoroazetidin-1-yl) pyridine-2-carbonyl] amino}-2-ethylbutyrate C1(CC1)COC1=C(C=CC(=N1)C(=O)NC(C(=O)OCCCF)(CC)CC)N1CC(C1)(F)F